CC1(OC=2C3=C(C(C(C2CC1)=O)=O)C=CC=C3)C 2,2-dimethyl-3,4-dihydrobenzo[h]chromene-5,6-dione